4-(7-(5-chloro-2-fluorophenyl)-2,3-dihydro-1H-pyrido[3,4-b][1,4]oxazin-1-yl)-N-(1-hydroxybutan-2-yl)nicotinamide ClC=1C=CC(=C(C1)C1=CC2=C(OCCN2C2=CC=NC=C2C(=O)NC(CO)CC)C=N1)F